OCC1=CC=C(OC2CC(C2)O)C=C1 3-(4-(Hydroxymethyl)phenoxy)cyclobutan-1-ol